(R)-(1-fluorocyclopropyl)(6-(4-(2-(tetrahydro-2H-pyran-4-yl)phenyl)piperidin-1-yl)-2-azaspiro[3.4]octan-2-yl)methanone FC1(CC1)C(=O)N1CC2(C1)C[C@@H](CC2)N2CCC(CC2)C2=C(C=CC=C2)C2CCOCC2